6,7-dichloro-3-(pyridazin-3-ylmethyl)-1,3,4,9-tetrahydro-[1,2,6]thiadiazino[4,3-g]indole 2,2-dioxide ClC=1C=2C(=CNC2C2=C(C1)CN(S(N2)(=O)=O)CC=2N=NC=CC2)Cl